C(C)(C)(C)OC(N[C@H]1CCCCCNC2=CC(=CC=C2C2=CN(C1=N2)COCC[Si](C)(C)C)NC(=O)OC)=O [(S)-5-Methoxycarbonylamino-16-(2-trimethylsilanyl-ethoxymethyl)-8,16,18-triaza-tricyclo[13.2.1.02,7]octadeca-1(17),2,4,6,15(18)-pentaen-14-yl]-carbamic acid tert-butyl ester